CC=1C(NC(N(C1)[C@@H]1CC[C@H](CO1)NC(C)=O)=O)=O (3R-trans)-N-[6-(3,4-dihydro-5-methyl-2,4-dioxo-1(2H)-pyrimidinyl)tetrahydro-2H-pyran-3-yl]-acetamide